2-fluoro-5-(2-((2R,5S)-5-methyl-2-(2-(1-methylpiperidin-4-yl)benzo[d]thiazol-5-yl)piperidin-1-yl)-2-oxoacetamido)nicotinamide FC1=C(C(=O)N)C=C(C=N1)NC(C(=O)N1[C@H](CC[C@@H](C1)C)C=1C=CC2=C(N=C(S2)C2CCN(CC2)C)C1)=O